C(#N)C1=C(NC(C=C1C1=CC=CC=C1)=O)SCC=1C=C(C=CC1)CC(=O)O [3-(3-Cyano-6-oxo-4-phenyl-1,6-dihydro-pyridin-2-ylsulfanylmethyl)-phenyl]-acetic acid